C1(=CC=CC=C1)C[C@@H](C(=O)O)NS(=O)(=O)C1=CC=C(C=C1)C (2S)-3-phenyl-2-(p-tolylsulfonylamino)propanoic acid